3-((2S)-3-(8-(benzofuran-5-ylsulfonyl)-1-oxa-8-azaspiro[4.5]decan-3-ylamino)-2-hydroxypropoxy)-N-methylbenzenesulfonamide O1C=CC2=C1C=CC(=C2)S(=O)(=O)N2CCC1(CC(CO1)NC[C@@H](COC=1C=C(C=CC1)S(=O)(=O)NC)O)CC2